Racemic-3-(3-chloro-4-fluorophenyl)-1-(1-(7,8-difluoro-2-methyl-1-oxo-1,2-dihydroisoquinolin-4-yl)ethyl)-1-methylurea ClC=1C=C(C=CC1F)NC(N(C)[C@H](C)C1=CN(C(C2=C(C(=CC=C12)F)F)=O)C)=O |r|